O1-tert-butyl O2-methyl (2S,4S)-4-[[6-[[2-[3-[benzyloxycarbonyl(methyl)amino]propyl]-4-pyridyl]amino]-2-pyridyl]-tert-butoxycarbonyl-amino]pyrrolidine-1,2-dicarboxylate C(C1=CC=CC=C1)OC(=O)N(CCCC1=NC=CC(=C1)NC1=CC=CC(=N1)N([C@H]1C[C@H](N(C1)C(=O)OC(C)(C)C)C(=O)OC)C(=O)OC(C)(C)C)C